ClC1=CC=C(C(C(=O)NC(C(=O)O)CCCCCC)=C1)O (5-chlorosalicyloyl)aminocaprylic acid